[6-(3-cyclopropyl-1H-1,2,4-triazol-5-yl)-2-azaspiro[3.3]heptan-2-yl]-[6-[4-(trifluoromethylsulfonimidoyl)benzyl]-2-azaspiro[3.3]heptan-2-yl]methanone C1(CC1)C1=NNC(=N1)C1CC2(CN(C2)C(=O)N2CC3(C2)CC(C3)CC3=CC=C(C=C3)S(=O)(=N)C(F)(F)F)C1